N-(4-((2S)-3-bromo-2-methylpropoxy)phenyl)-N-methylmethanesulfonamide BrC[C@H](COC1=CC=C(C=C1)N(S(=O)(=O)C)C)C